(S)-2-(8-ethyl-7-fluoro-3-(methoxymethoxy)naphthalen-1-yl)-1-fluoro-12-(methylsulfonyl)-5a,6,9,10-tetrahydro-5H,8H-4,7-dioxa-3,10a,11,13-tetraazanaphtho[1,8-ab]heptalene C(C)C=1C(=CC=C2C=C(C=C(C12)C=1C(=C2N=C(N=C3C2=C(OC[C@@H]2COCCCN32)N1)S(=O)(=O)C)F)OCOC)F